BrC1=CC=C(C=C1)CCC1=NN=C(S1)N 5-(4-bromophenyl-ethyl)-1,3,4-thiadiazol-2-amine